N-(6-(2H-1,2,3-triazol-2-yl)-5-(trifluoromethyl)pyridin-3-yl)-2-fluoro-4-(3-methylpyridine-2-yl)benzamide N=1N(N=CC1)C1=C(C=C(C=N1)NC(C1=C(C=C(C=C1)C1=NC=CC=C1C)F)=O)C(F)(F)F